N-[1-(2,2-difluoroethyl)-3-methyl-1H-pyrazol-4-yl]-4-methyl-3-[2-(pyridin-3-yl)ethynyl]benzamide FC(CN1N=C(C(=C1)NC(C1=CC(=C(C=C1)C)C#CC=1C=NC=CC1)=O)C)F